ClCCCC1=NC=CC=C1 2-(3-chloropropyl)pyridine